(S)-5-(1-(2-chlorophenyl)-2-methoxy-2-oxoethyl)-4,5,6,7-tetrahydrothieno[3,2-c]pyridin-2-yl-3-aminopropionate hydrochloride Cl.ClC1=C(C=CC=C1)[C@@H](C(=O)OC)N1CC2=C(CC1)SC(=C2)OC(CCN)=O